[3-(2-fluorophenyl)-2-methylphenyl]methanol FC1=C(C=CC=C1)C=1C(=C(C=CC1)CO)C